C1(C=CC(N1C1=CC=C(C=C1)CCCC(=O)N)=O)=O 4-(p-maleimidophenyl)butyramid